C(C)(C)(C)OC(=O)N1CCN(CC1)C(COC1=CC=C(C=C1)O)C 4-[2-(4-hydroxyphenoxy)-1-methyl-ethyl]piperazine-1-carboxylic acid tert-butyl ester